O=C1NC(CCC12COC1=C2C=CC(=C1)C1CCN(CC1)C(=O)OC(C)(C)C)=O tert-butyl 4-(2',6'-dioxo-2H-spiro[benzofuran-3,3'-piperidin]-6-yl)piperidine-1-carboxylate